4-chloro-7-methoxy-3-nitro-quinoline hydrochloride Cl.ClC1=C(C=NC2=CC(=CC=C12)OC)[N+](=O)[O-]